(6S,7S)-6-((2-fluoro-[1,1'-biphenyl]-3-yl)methyl)-7-(methylsulfonamido)-N-(((R)-tetrahydrofuran-3-yl)methyl)-5-azaspiro[2.4]heptane-5-carboxamide FC1=C(C=CC=C1C[C@@H]1N(CC2(CC2)[C@@H]1NS(=O)(=O)C)C(=O)NC[C@@H]1COCC1)C1=CC=CC=C1